CN1C(=CC(=C1)O)CO ((2S,4R)-1-methyl-4-hydroxypyrrol-2-yl)methanol